2-(4-(benzyloxy)-3,5-dimethylphenyl)-5,7-dimethoxyquinazolin-4(3H)-one C(C1=CC=CC=C1)OC1=C(C=C(C=C1C)C1=NC2=CC(=CC(=C2C(N1)=O)OC)OC)C